N2-[(1S,3S)-3-[[7-(difluoromethoxy)-[1,2,4]triazolo[1,5-a]pyridin-2-yl]amino]cyclopentyl]pyridine-2,5-diamine FC(OC1=CC=2N(C=C1)N=C(N2)N[C@@H]2C[C@H](CC2)NC2=NC=C(C=C2)N)F